C(#N)C1=CC=C(C=C1)N1C=NC(=C1)C=1OC2=C(C=C(C=C2C(C1)=O)C)C(C)NC1=C(C(=O)O)C=CC=C1 2-[1-[2-[1-(4-Cyanophenyl)imidazol-4-yl]-6-methyl-4-oxo-chromen-8-yl]ethylamino]benzoic acid